C(#C)C1=C2C=CC(=CC2=CC=C1F)O 5-Ethynyl-6-fluoronaphthalen-2-ol